2,3,5-trimethyl-pyrazine 1-oxide CC1=[N+](C=C(N=C1C)C)[O-]